N=1N=CC2=CC=C3C(C12)=CN(CCO3)C(=O)[O-] [1,4]oxazepino[7,6-g]indazole-9(7H)-carboxylate